3-cyclobutyl-16-fluoro-10-methyl-20-oxa-3,4,10,11,23-pentaazapentacyclo[19.3.1.02,6.08,12.013,18]pentacosa-1(24),2(6),4,8,11,13,15,17,21(25),22-decaen-22-amine C1(CCC1)N1C=2C3=CN=C(C(OCC4=CC(=CC=C4C4=NN(C=C4CC2C=N1)C)F)=C3)N